3-(2-furyl)acrylamide O1C(=CC=C1)C=CC(=O)N